(S)-1-(1,1-dioxido-2,3-dihydro-5H-benzo[e][1,4]oxathiepine-8-carbonyl)-N-(4-(3-(2-ethyl-6-methylpyridin-4-yl)phenyl)thiazol-2-yl)azetidine-2-carboxamide O=S1(CCOCC2=C1C=C(C=C2)C(=O)N2[C@@H](CC2)C(=O)NC=2SC=C(N2)C2=CC(=CC=C2)C2=CC(=NC(=C2)C)CC)=O